tert-butyl (1-(5-bromo-6-methylpyrazin-2-yl)-4-methylpiperidin-4-yl)carbamate BrC=1N=CC(=NC1C)N1CCC(CC1)(C)NC(OC(C)(C)C)=O